FC(C(=O)NCC=1C(=NC(=CC1)OCC=1C(=C(C=CC1)C1=C(C(=CC=C1)CO)C)C)OC)(F)F 2,2,2-trifluoro-N-((6-((3'-(hydroxymethyl)-2,2'-dimethyl-[1,1'-biphenyl]-3-yl)methoxy)-2-methoxypyridin-3-yl)methyl)acetamide